FC(C1=NC=C(C=N1)NC(=O)[C@@H]1CC12CCN(CC2)C(=O)OC(C(F)(F)F)C(F)(F)F)(F)F |o1:11| 1,1,1,3,3,3-hexafluoro-propan-2-yl (R or S)-1-((2-(trifluoro-methyl)pyrimidin-5-yl)carbamoyl)-6-azaspiro[2.5]-octane-6-carboxylate